(S)-1-(2-((S)-3-([1,1'-Biphenyl]-4-ylamino)pyrrolidin-1-yl)acetyl)-4,4-difluoropyrrolidin-2-carbonitril C1(=CC=C(C=C1)N[C@@H]1CN(CC1)CC(=O)N1[C@@H](CC(C1)(F)F)C#N)C1=CC=CC=C1